CC=1C(C(CCC1)(C)C)C=CC(C)=O 4-(2,6,6-trimethylcyclohex-2-en-1-yl)-but-3-en-2-one